CP(C1=C(SC=C1P(C)C)C1CCCC1)C 3,4-bis(di-methylphosphino)-2-cyclopentyl-thiophene